C(C)(C)OC([C@H](C)N=P(=O)OC1=C(C=CC=C1)OCC1O[C@H]([C@](C1O)(C)F)N1C(NC(C=C1)=O)=O)=O (S)-2-{[(1R,4R,5R)-5-(2,4-Dioxo-3,4-dihydro-2H-pyrimidin-1-yl)-4-(R)-fluoro-3-hydroxy-4-methyl-tetrahydro-furan-2-ylmethoxy]-phenoxy-phosphorylamino}-propionic acid (S)-isopropyl ester